2-(furan-2-yl)-4,4,5-trimethyl-1,3,2-dioxaborolane O1C(=CC=C1)B1OC(C(O1)(C)C)C